CC1=C(C(=CC=C1)C)C=NO N-[(2,6-dimethylphenyl)methylidene]hydroxylamine